(S)-3-(2-benzyl-3-chloro-7-oxo-2,4,5,7-tetrahydro-6H-pyrazolo[3,4-c]pyridin-6-yl)-7-(3,3-dimethylbut-1-yn-1-yl)-5-methyl-2,3-dihydrobenzo[b][1,4]oxaazepin-4(5H)-one C(C1=CC=CC=C1)N1N=C2C(N(CCC2=C1Cl)[C@@H]1C(N(C2=C(OC1)C=CC(=C2)C#CC(C)(C)C)C)=O)=O